2-(pyridin-2-yldisulfanyl)propan-1-amine N1=C(C=CC=C1)SSC(CN)C